BrC=1C=C(C=C(C1)Cl)NC(NC1=C(C(=O)N)C=CC(=C1)OC)=O 2-[3-(3-bromo-5-chlorophenyl)ureido]-4-methoxybenzamide